BrC1=C(C=C2C=C(N=CC2=C1)NCCC(C)(C)O)C(F)(F)P(O)(O)=O ((7-bromo-3-((3-hydroxy-3-methylbutyl)amino)isoquinolin-6-yl)difluoromethyl)phosphonic acid